4-((2S,4S)-2-((Difluoromethoxy)methyl)-4-(4-(trifluoromethyl)phenoxy)pyrrolidin-1-yl)-3-methoxybenzoic acid FC(OC[C@H]1N(C[C@H](C1)OC1=CC=C(C=C1)C(F)(F)F)C1=C(C=C(C(=O)O)C=C1)OC)F